C1OCC12CC(C2)OC=2C=C(C=C(C2F)F)[C@@H]2[C@@H](C2)C=2C=NC(=NC2)C2=NC=CC=N2 cis-5-(2-(3-((2-oxaspiro[3.3]heptan-6-yl)oxy)-4,5-difluorophenyl)cyclopropyl)-2,2'-bipyrimidine